C1(=CC(C)=CC=C1C(C)C)C/C(/C(=O)OC(C=C)C=1N=C(N(C1)C(C1=CC=CC=C1)(C1=CC=CC=C1)C1=CC=CC=C1)C)=C\C 1-(2-Methyl-1-Trityl-1H-Imidazol-4-yl)Prop-2-En-1-Ol Thymyl-tiglate